1,3-propylene-bis-(4-aminobenzoate) C(CCC1=C(C(=O)[O-])C=CC(=C1)N)C1=C(C(=O)[O-])C=CC(=C1)N